CC1(CCN(CC1)C(=O)N1N=C(C=C1)C(=O)O)N(CC1=C(C=C(C=C1)C(F)(F)F)N1CCCCC1)C 1-(4-methyl-4-(methyl(2-(piperidin-1-yl)-4-(trifluoromethyl)benzyl)amino)piperidine-1-carbonyl)-1H-pyrazole-3-carboxylic acid